6-bromo-2-methylpyridin-3-amine BrC1=CC=C(C(=N1)C)N